BrC1=CC=C(C=C1)CC(C)(C)C 1-bromo-4-(2,2-dimethylpropyl)benzene